BrC=1C=C(C=CC1)C1=NN2C=NC=3C=CC=CC3C2=N1 2-(3-bromophenyl)[1,2,4]triazolo[1,5-c]quinazolin